OC[C@H](C1=CC=CC=C1)NC1=NC(=NC=C1C1=NN=NN1C)NC=1C=C2CCC(NC2=CC1)=O 6-[[4-[[(1S)-2-hydroxy-1-phenyl-ethyl]amino]-5-(1-methyltetrazol-5-yl)pyrimidin-2-yl]amino]-3,4-dihydro-1H-quinolin-2-one